tert-butyl (S)-(1-(1-(3,3-dimethylureido)-3-(p-tolyl)propan-2-yl)-3-(4-methylbenzyl)-1,3-dihydro-2H-benzo[d]imidazol-2-ylidene)carbamate CN(C(NC[C@H](CC1=CC=C(C=C1)C)N1C(N(C2=C1C=CC=C2)CC2=CC=C(C=C2)C)=NC(OC(C)(C)C)=O)=O)C